2-(dimethylamino)-4-ethyl-6-(((6-oxo-1,6-dihydropyridin-3-yl)methyl)thio)pyridine CN(C1=NC(=CC(=C1)CC)SCC1=CNC(C=C1)=O)C